4-methyl-N-[3-(3-methylpyridin-2-yl)-1H-pyrazol-5-yl]pyridin-2-amine CC1=CC(=NC=C1)NC1=CC(=NN1)C1=NC=CC=C1C